5-(hydroxymethyl)-2-(isobutyryloxy)benzoic acid OCC=1C=CC(=C(C(=O)O)C1)OC(C(C)C)=O